Benzyl N6-((benzyloxy)carbonyl)-N2-((2-oxo-2-((S)-1-((quinoline-4-carbonyl)glycyl)-pyrrolidine-2-yl)acetyl)glycyl)-L-lysinate C(C1=CC=CC=C1)OC(=O)NCCCC[C@H](NC(CNC(C([C@H]1N(CCC1)C(CNC(=O)C1=CC=NC2=CC=CC=C12)=O)=O)=O)=O)C(=O)OCC1=CC=CC=C1